(8-methylchroman-6-yl)hydrazine CC=1C=C(C=C2CCCOC12)NN